ClC(Cl)(Cl)C1=NC(=NO1)C1=CC(=CC(=C1)[N+](=O)[O-])[N+](=O)[O-] trichloromethyl-3-(3,5-dinitrophenyl)-1,2,4-oxadiazole